2-amino-4,5-difluoronitrobenzene C1=C(C(=CC(=C1F)F)[N+](=O)[O-])N